amino-cyclopentane-1-carboxylate NC1(CCCC1)C(=O)[O-]